C1(CCCC1)CNC(=O)N1CCN(CC1)C1=C2C(=NC=C1)NC(N2)=O N-(cyclopentylmethyl)-4-(2,3-dihydro-2-oxo-1H-imidazo[4,5-b]pyridin-7-yl)piperazine-1-carboxamide